CC1=CC=C(C=C1)S(=O)(=O)OCCO 2-hydroxyethyl 4-methylbenzenesulfonate